NC1CN(CCC1)C1C(CC(C1)C1=CC=C(C=C1)F)N1N=CC(=C1)C#N 1-[2-(3-amino-1-piperidinyl)-4-(4-fluorophenyl)cyclopentyl]Pyrazole-4-carbonitrile